COCCCNC(C(=O)O)C(C(=O)O)O 2-(3-methoxypropyl)amino-3-hydroxysuccinic acid